F[C@H]1CN(CC[C@@H]1NC1=CC=CC2=C1SC(=C2C=2N=CSC2)C#CC)C 3-(7-(((3S,4S)-3-fluoro-1-methylpiperidin-4-yl)amino)-3-(thiazol-4-yl)benzo[b]thiophen-2-yl)prop-2-yn